The molecule is a flavonoid oxoanion that is the conjugate base of apigenin 7-O-beta-D-glucoside, obtained by deprotonation of the 7-hydroxy group. Major microspecies at pH 7.3 (according to Marvin v 6.2.0.). It has a role as an antibacterial agent, a non-steroidal anti-inflammatory drug and a metabolite. It is a conjugate base of an apigenin 7-O-beta-D-glucoside. C1=CC(=CC=C1C2=CC(=O)C3=C(C=C(C=C3O2)O[C@H]4[C@@H]([C@H]([C@@H]([C@H](O4)CO)O)O)O)[O-])O